[Si](C)(C)(C(C)(C)C)OC[C@H]1CC[C@]2(CCCN12)CO ((3R,7aR)-3-(((tert-butyldimethylsilyl)oxy)methyl)tetrahydro-1H-pyrrolizin-7a(5H)-yl)methanol